C(C)(C)(C)OC(=O)N1[C@@H](CN(CC1)C=1C2=C(N=CN1)N(C=C2C2=NC=CC=C2)S(=O)(=O)C2=CC=C(C)C=C2)C (R)-2-methyl-4-(5-(pyridin-2-yl)-7-tosyl-7H-pyrrolo[2,3-d]pyrimidin-4-yl)piperazine-1-carboxylic acid tert-butyl ester